4-(((6-chloro-3-nitropyridin-2-yl)amino)phenyl)cyclobutane ClC1=CC=C(C(=N1)NC1=C(C=CC=C1)C1CCC1)[N+](=O)[O-]